ClC=1C=CC=2N(N1)N=C(N2)C(=O)OCC ethyl 6-chloro-[1,2,4]triazolo[1,5-b]pyridazine-2-carboxylate